(2S,4R)-2-{[(1S)-1-[4-(2-fluorophenyl)phenyl]ethyl]carbamoyl}-4-hydroxypyrrolidine-1-carboxylic acid FC1=C(C=CC=C1)C1=CC=C(C=C1)[C@H](C)NC(=O)[C@H]1N(C[C@@H](C1)O)C(=O)O